FC=1C(=C(C=C2CCN(CC12)C(=O)OCCC(C)O)O)N1S(NC(C1)=O)(=O)=O 3-hydroxybutyl 8-fluoro-6-hydroxy-7-(1,1,4-trioxo-1λ6,2,5-thiadiazolidin-2-yl)-3,4-dihydroisoquinoline-2(1H)-carboxylate